ethyl (1S,3S,5S)-5-(azidomethyl)-2-((9,9-difluoro-9H-fluorene-3-carbonyl)glycyl)-2-azabicyclo[3.1.0]hexane-3-carboxylate N(=[N+]=[N-])C[C@@]12C[C@H](N([C@H]2C1)C(CNC(=O)C=1C=CC=2C(C3=CC=CC=C3C2C1)(F)F)=O)C(=O)OCC